4-methoxy-2,2-dimethylpiperidine COC1CC(NCC1)(C)C